C1(=CC=CC=C1)N1N=CC(=C1)C=1OC=C(N1)C(=O)N([C@@H]1CNCC1)C(C)C 2-(1-phenyl-1H-pyrazol-4-yl)-N-(propan-2-yl)-N-[(3S)-pyrrolidin-3-yl]-1,3-oxazole-4-carboxamide